molybdenum-copper gold [Au].[Cu].[Mo]